tert-butyl 4-benzyl-7-methoxy-1,2,3,4-tetrahydroquinoxaline-1-carboxylate C(C1=CC=CC=C1)N1CCN(C2=CC(=CC=C12)OC)C(=O)OC(C)(C)C